(1-((6-chloro-2H-indazol-3-yl)methoxy)cyclopropyl)methanol ClC=1C=CC2=C(NN=C2C1)COC1(CC1)CO